CN1C(N(C2=C1C=CC=C2)COCC[Si](C)(C)C)=O 3-methyl-1-(2-trimethylsilylethoxymethyl)benzimidazol-2-one